ClC1=NC(=CC(=C1C(=O)NC=1SC2=C(C=NC(=C2)N2CCC(CC2)NS(=O)(=O)C)N1)C1=CC=NC=C1OC)C chloro-5'-methoxy-6-methyl-N-(6-(4-(methylsulfonylamino)piperidin-1-yl)thiazolo[4,5-c]pyridin-2-yl)-[4,4'-bipyridine]-3-carboxamide